N1N=CC2=C(C=CC=C12)CN1N=CC2=C(C1=O)N(C1=C2SC(=N1)C1(CC1)C1=CC=CC=C1)C 6-((1H-indazol-4-yl)methyl)-4-methyl-2-(1-phenylcyclopropyl)-4,6-dihydro-5H-thiazolo[5',4':4,5]pyrrolo[2,3-d]pyridazin-5-one